2-((5-(2-(5-chloropyridin-2-yl)-2,3-dihydrobenzo[b][1,4]dioxin-5-yl)-3,6-dihydro-2H-pyran-2-yl)methyl)-1-(((S)-oxetan-2-yl)methyl)-1H-benzo[d]imidazole ClC=1C=CC(=NC1)C1COC2=C(O1)C=CC=C2C2=CCC(OC2)CC2=NC1=C(N2C[C@H]2OCC2)C=CC=C1